NC1=NC(=C(C=2N1C(N(N2)CC21CC(C2)C1)=O)C1=CC(=NC(=C1)C)CO)C1=CC=CC=C1 5-amino-2-(3-bicyclo[1.1.1]pentanylmethyl)-8-[2-(hydroxymethyl)-6-methyl-4-pyridinyl]-7-phenyl-[1,2,4]triazolo[4,3-c]pyrimidin-3-one